NC1=NC=CC=C1C1=NC=2C(=NC(=CC2)C2=CC=CC=C2)N1C1=CC=C(CN2CC3(CC2)CCN(CC3)C(=O)C=3C=CC(=C(C=O)C3)O)C=C1 5-(2-(4-(2-(2-aminopyridin-3-yl)-5-phenyl-3H-imidazo[4,5-b]pyridin-3-yl)benzyl)-2,8-diazaspiro[4.5]decane-8-carbonyl)-2-hydroxybenzaldehyde